FC=1C=CC(=C(C(=O)OC)C1)C(N(C)C=1C=C(C=2N(C1)C(=CN2)C=2C=NC(=CC2)NC(=O)OC)C)=O methyl 5-fluoro-2-[[3-[6-(methoxycarbonylamino)-3-pyridyl]-8-methyl-imidazo[1,2-a]pyridin-6-yl]-methyl-carbamoyl]benzoate